3-[3-methyl-4-(pyrazolo[1,5-a]pyrimidin-7-yloxy)phenyl]-1-[5-(trifluoromethyl)-3-pyridinyl]-2,4-imidazolidinedione CC=1C=C(C=CC1OC1=CC=NC=2N1N=CC2)N2C(N(CC2=O)C=2C=NC=C(C2)C(F)(F)F)=O